2-(4-cyclohexylphenyl)thiazole C1(CCCCC1)C1=CC=C(C=C1)C=1SC=CN1